6-((2-hydroxyethyl)amino)hexyl 2-hexyldecanoate C(CCCCC)C(C(=O)OCCCCCCNCCO)CCCCCCCC